methyl (S)-2-{[5-bromo-6-(4-fluorophenyl)pyrrolo[2,1-f][1,2,4]triazin-4-yl]amino}-3-[2-{[2-(2-methoxyphenyl)pyrimidin-4-yl]methoxy}phenyl]propanoate BrC=1C(=CN2N=CN=C(C21)N[C@H](C(=O)OC)CC2=C(C=CC=C2)OCC2=NC(=NC=C2)C2=C(C=CC=C2)OC)C2=CC=C(C=C2)F